4'-pentyloxybiphenyl-4-amine C(CCCC)OC1=CC=C(C=C1)C1=CC=C(C=C1)N